7-(3-(1-(1-(3,5-difluorophenyl)ethyl)-1H-pyrazol-4-yl)-2-fluorophenyl)-[1,2,4]triazolo[1,5-a]pyridin-2-amine FC=1C=C(C=C(C1)F)C(C)N1N=CC(=C1)C=1C(=C(C=CC1)C1=CC=2N(C=C1)N=C(N2)N)F